CC12CC3(CC(CC(C1)(C3)C)C2)NS(=O)(=O)C2=C(C=CC=C2)OC(F)(F)F N-(3,5-Dimethyltricyclo[3.3.1.13,7]dec-1-yl)-2-(trifluoromethoxy)benzenesulfonamide